C(C)(=O)OC1(C(CCCC1)C(C)CC)C 2-(sec-butyl)-1-methylcyclohexyl acetate